O[C@H]1[C@@H](O[C@@H]([C@H]1O)CO)C=1C(CC(N(C1)CC#C)=O)=O 5-((2S,3R,4S,5R)-3,4-dihydroxy-5-(hydroxymethyl)tetrahydrofuran-2-yl)-1-(prop-2-yn-1-yl)pyridine-2,4(1H,3H)-dione